N-{2-Fluoro-4-methyl-5-[8-(morpholin-4-yl)imidazo[1,2-a]pyridin-6-yl]phenyl}-1-isopropylpyrrolo[2,3-b]pyridine-4-carboxamide FC1=C(C=C(C(=C1)C)C=1C=C(C=2N(C1)C=CN2)N2CCOCC2)NC(=O)C=2C1=C(N=CC2)N(C=C1)C(C)C